Cl.C1C2=C(OC1)C=CC=1CCC(C12)CCN 2-(1,6,7,8-tetrahydro-2H-indeno[5,4-B]furan-8-yl)ethylamine hydrochloride